2-bromo-1-(p-tolyl)ethan-1-one BrCC(=O)C1=CC=C(C=C1)C